3-(5-{3,9-diazaspiro[5.5]undec-3-yl}-3-methyl-2-oxo-1,3-benzodiazol-1-yl)piperidine-2,6-dione C1CN(CCC12CCNCC2)C2=CC1=C(N(C(N1C)=O)C1C(NC(CC1)=O)=O)C=C2